FC(C(=O)O)(F)F.C1(NC[C@H]2CNCC[C@H]21)=O (3aR,7aR)-octahydro-1H-pyrrolo[3,4-c]pyridin-1-one trifluoroacetate